C(C=C)O[Si](OCC=C)OCC=C triallyloxysilicon